3,4-dichloro-N-(4-(hydrazinecarbonyl)-2-(pyridin-4-ylmethoxy)phenyl)-5-methyl-1H-pyrrole-2-carboxamide ClC1=C(NC(=C1Cl)C)C(=O)NC1=C(C=C(C=C1)C(=O)NN)OCC1=CC=NC=C1